(1R,3S)-3-(1-tert-butyl-5-{[(3-methyl-1,2-oxazol-5-yl)acetyl]amino}-1H-pyrazol-3-yl)cyclopentyl (1-methylcyclopropyl)carbamate CC1(CC1)NC(O[C@H]1C[C@H](CC1)C1=NN(C(=C1)NC(CC1=CC(=NO1)C)=O)C(C)(C)C)=O